2-methyl-3-(4-isobutylphenyl)propionaldehyde CC(C=O)CC1=CC=C(C=C1)CC(C)C